CSC1=CC=C(C=C1)C(CC=O)=O 3-[4-(METHYLSULFANYL)PHENYL]-3-OXOPROPANAL